3-(pyridine-4-ylcarbamoyl)-1H-indole-1-carboxylate N1=CC=C(C=C1)NC(=O)C1=CN(C2=CC=CC=C12)C(=O)[O-]